FC=1C=C(C=CC1F)N1C(CC[C@H]1C1=NC2=C(N1C1CCC(CC1)OC)C=CC(=C2)C=2C(=NOC2C)C)=O (S)-1-(3,4-difluorophenyl)-5-(5-(3,5-dimethylisoxazol-4-yl)-1-((1r,4S)-4-methoxycyclohexyl)-1H-benzo[d]imidazol-2-yl)pyrrolidin-2-one